(5r,8r)-8-(8'-chloro-4'H,6'H-spiro[1,3-dioxolan-2,5'-[1,2,4]triazolo[4,3-a][1]benzazepine]-1'-yl)-2-(propan-2-yl)-2-azaspiro[4.5]decan-1-one ClC=1C=CC2=C(CC3(CC=4N2C(=NN4)C4CCC2(CCN(C2=O)C(C)C)CC4)OCCO3)C1